ClC1=C(C#N)C=C(C=C1)[C@]1(C[C@H]2[C@@H](N(OC2(C)C)C)[C@@H](C1)C)C |r| rac-2-chloro-5-((3aS,5R,7R,7aS)-1,3,3,5,7-pentamethyloctahydro-benzo[c]isoxazol-5-yl)benzonitrile